COC=1C(=C(C(=CC1)C)C1=NC(=CC2=C1N=CN(C2=O)COCC[Si](C)(C)C)C2=CC=NC=C2)C 8-(3-methoxy-2,6-dimethylphenyl)-6-(pyridin-4-yl)-3-((2-(trimethylsilyl)ethoxy)methyl)pyrido[3,4-d]pyrimidin-4(3H)-one